C(C)OC(\C(\C)=C\C)=O ethyltiglate